(isoindolin-5-yl)-1H-indole C1NCC2=CC(=CC=C12)N1C=CC2=CC=CC=C12